CC1CCC(C2(OCC(O2)CO)C1)C(C)C 9-methyl-6-(1-methylethyl)-1,4-dioxaspiro-[4.5]decane-2-methanol